CC=1C=C(C(=NC1)C=C)C1=C(C=C(C=C1F)F)F 5-methyl-3-(2,4,6-trifluorophenyl)-2-vinylpyridine